(3S,4R)-4-((5-fluoro-7-(5-(1,1,2-trifluoropropan-2-yl)pyridin-2-yl)pyrrolo[2,1-f][1,2,4]triazin-2-yl)amino)tetrahydro-2H-pyran-3-ol FC=1C=C(N2N=C(N=CC21)N[C@H]2[C@@H](COCC2)O)C2=NC=C(C=C2)C(C(F)F)(C)F